COC=1C=C2CCNC(C2=CC1)([2H])[2H] 6-methoxy-1,2,3,4-tetrahydroisoquinoline-1,1-d2